(+)-1-{[2-oxo-4-(3,4,5-trifluorophenyl)pyrrolidin-1-yl]methyl}-1H-imidazole-4-carbonitrile O=C1N(CC(C1)C1=CC(=C(C(=C1)F)F)F)CN1C=NC(=C1)C#N